C(#N)[C@H]1N(CSC1)C(CNC(=O)C1=CC=NC2=CC=C(C=C12)COCC(F)F)=O (R)-N-(2-(4-Cyanothiazolidin-3-yl)-2-oxoethyl)-6-((2,2-difluoroethoxy)methyl)quinoline-4-carboxamide